4-(3,6-di-tert-butyl-carbazolyl)-7-(3-(trifluoromethyl)phenyl)thieno[2,3-d]Pyridazine C(C)(C)(C)C=1C=C(C=2NC3=CC=C(C=C3C2C1)C(C)(C)C)C1=C2C(=C(N=N1)C1=CC(=CC=C1)C(F)(F)F)SC=C2